C(#N)[C@H]1N(C[C@H](C1)F)C(CNC12CCC(CC1)(CC2)C(=O)OC)=O methyl 4-((2-((2S,4S)-2-cyano-4-fluoropyrrolidin-1-yl)-2-oxoethyl)amino)bicyclo[2.2.2]octane-1-carboxylate